3-(4-(3-((2-methoxy-4-(trifluoromethyl)phenyl)amino)-2-oxo-5-phenylpyrazin-1(2H)-yl)phenyl)propanenitrile COC1=C(C=CC(=C1)C(F)(F)F)NC=1C(N(C=C(N1)C1=CC=CC=C1)C1=CC=C(C=C1)CCC#N)=O